N(=[N+]=[N-])CCOC(C(C=[N+]=[N-])=O)CC 3-(2-azidoethoxy)-1-diazopentan-2-one